C(C)(C)(C)OC(=O)N1C[C@@H](NCC1)COCC=1C(=NC=C(C1)Br)Cl |r| (±)-3-(((5-Bromo-2-chloropyridin-3-yl)methoxy)methyl)piperazine-1-carboxylic acid tert-butyl ester